P(=O)([O-])([O-])[O-].[Na+].C(C1=C(C(=CC(=C1)C(C)(C)C)C(C)(C)C)O)C1=C(C(=CC(=C1)C(C)(C)C)C(C)(C)C)O.[Na+].[Na+] 2,2'-methylenebis(4,6-di-tert-butylphenol) sodium phosphate